BrC1=CC=CC=2C3=CC=CC=C3N(C12)C1=CC2=CC=CC=C2C=C1 bromo-9-(naphthalen-2-yl)-9H-carbazole